CN([C@@H]1CN(CC1)CC=1C=C(C=C(C1)C(F)(F)F)NC(=O)C1=CSC=2CN(CCC21)C(=O)C2=CN=C1N2C=CC=C1)C (S)-N-(3-((3-(dimethyl-amino)pyrrolidin-1-yl)-methyl)-5-(trifluorometh-yl)phenyl)-6-(imidazo[1,2-a]pyridine-3-carbonyl)-4,5,6,7-tetrahydrothieno-[2,3-c]pyridine-3-carboxamide